C1=CN(C=2C=CC3=C(C12)CCCO3)C[C@@H](C)N(C)C (R)-1-(8,9-dihydropyrano[3,2-e]indol-3(7H)-yl)-N,N-dimethylpropan-2-amine